CC1CCN(CC1)NC(S)=S 4-methylpiperidinyl-dithiocarbamic acid